4-methyl-N-[5-(trifluoromethyl)pyridin-3-yl]-1,2,3,4-tetrahydroisoquinoline CC1CN(CC2=CC=CC=C12)C=1C=NC=C(C1)C(F)(F)F